3-[[2-Chloro-4-(trifluoromethyl)phenyl]methoxy]azetidine ClC1=C(C=CC(=C1)C(F)(F)F)COC1CNC1